2-(Pyridin-4-ylethynyl)pyrazin N1=CC=C(C=C1)C#CC1=NC=CN=C1